C(C)(C)(C)OC(C1=C(C(=CC=C1Br)C(F)(F)F)OC1=C(C=CC=C1)F)=O 6-Bromo-2-(2-fluorophenoxy)-3-(trifluoromethyl)benzoic acid tert-butyl ester